FC=1C=C(C=C(C1)F)NC(=O)C=1SC(=CC1)CN1N=C(C=C1C)C N-(3,5-difluorophenyl)-5-((3,5-dimethyl-1H-pyrazol-1-yl)methyl)thiophene-2-carboxamide